N1=CC=C(C=C1)COCC#CCN1C(C2=CC=CC=C2C1=O)=O 2-(4-(pyridin-4-ylmethoxy)but-2-yn-1-yl)isoindoline-1,3-dione